ethyl-3-(2-((4-methylphenyl)sulfonamido)benzamido)benzoate C(C)OC(C1=CC(=CC=C1)NC(C1=C(C=CC=C1)NS(=O)(=O)C1=CC=C(C=C1)C)=O)=O